ClC=1C=C(C=C(C1OC=1C=C2CCN(C(C2=CC1)=O)CC1=CC(=CC(=C1)F)F)Cl)N1N=CC(NC1=O)=O (3,5-dichloro-4-((2-(3,5-difluorobenzyl)-1-oxo-1,2,3,4-tetrahydroisoquinolin-6-yl)oxy)phenyl)-1,2,4-triazine-3,5(2H,4H)-dione